ClC=1C=CC(=C(C1)C1=CC(=CN=N1)NC1=CC=NC2=CC(=CC=C12)OCCN1C(N=CC=C1)=O)F N-[6-(5-chloro-2-fluorophenyl)pyridazin-4-yl]-7-[2-(1,3-diazinon-1-yl)ethoxy]quinolin-4-amine